tert-butyl 3-[2-[2-[2-[2-[2-[2-[2-[2-[2-[2-[[2-(2,5-dioxopyrrol-1-yl) acetyl]amino]ethoxy]ethoxy]ethoxy]ethoxy]ethoxy]ethoxy]ethoxy]ethoxy]ethoxy]ethoxy]propanoate O=C1N(C(C=C1)=O)CC(=O)NCCOCCOCCOCCOCCOCCOCCOCCOCCOCCOCCC(=O)OC(C)(C)C